FC(S(=O)(=O)OC1=C2C(=CN=N1)SC=C2C#C[Si](C)(C)C)(F)F [3-(2-trimethylsilylethynyl)thieno[2,3-d]pyridazin-4-yl] trifluoromethanesulfonate